(E)-N-(4-(dimethylamino)benzyl)-4-(4-(4-(dimethylamino)benzyl)piperazin-1-yl)-4-oxobut-2-enamide CN(C1=CC=C(CNC(\C=C\C(=O)N2CCN(CC2)CC2=CC=C(C=C2)N(C)C)=O)C=C1)C